[Si](C)(C)(C(C)(C)C)OC[C@]([C@H](CC(=C)C)O)(C)C=1C(=NC(=NC1)SC)NC1=NC(=CC=C1)N=S(=O)(C)C |o1:9,10| rel-(2S,3S)-1-[tert-butyl(dimethyl)silyl]oxy-2-[4-[[6-[[dimethyl(oxo)-sulfanylidene]amino]-2-pyridyl]amino]-2-methylsulfanyl-pyrimidin-5-yl]-2,5-dimethyl-hex-5-en-3-ol